1-(3-((5-cyclopropyl-2-((3-methyl-1-(8-methyl-8-azabicyclo[3.2.1]octan-3-yl)-1H-pyrazol-4-yl)amino)pyrimidin-4-yl)amino)propyl)azepan-2-one C1(CC1)C=1C(=NC(=NC1)NC=1C(=NN(C1)C1CC2CCC(C1)N2C)C)NCCCN2C(CCCCC2)=O